(5-(5-chloro-2-methoxypyridin-4-yl)-1H-pyrazole-3-carbonyl)-N-((2-methyl-1,3-dioxan-2-yl)methyl)piperidine-4-carboxamide ClC=1C(=CC(=NC1)OC)C1=CC(=NN1)C(=O)N1CCC(CC1)C(=O)NCC1(OCCCO1)C